C(CCCCC)[W] hexyl-tungsten